farnesylphosphonic acid C(C=C(C)CCC=C(C)CCC=C(C)C)P(O)(O)=O